(4-hydroxy-3,5-diisopropylphenyl) (phenyl) ketone C1(=CC=CC=C1)C(=O)C1=CC(=C(C(=C1)C(C)C)O)C(C)C